difluoro-piperidine FC1(CCNCC1)F